ClCN(S(=O)(=O)C1=C(C=C(C(=O)OC)C=C1)[N+](=O)[O-])C methyl 4-[chloromethyl(methyl)sulfamoyl]-3-nitrobenzoate